FC1=C(C=CC=C1[N+](=O)[O-])CC=1C(OC2=CC(=CC=C2C1C)CC=C)=O 3-[(2-fluoro-3-nitrophenyl)methyl]-4-methyl-7-(prop-2-en-1-yl)chromen-2-one